N1=CC(=C(C=C1)C#N)C#N 3,4-Pyridinedicarbonitrile